3-amino-N-[(2S)-6-[(3S,4S)-3-amino-4-(methoxymethyl)pyrrolidin-1-yl]-1,2,3,4-tetrahydronaphthalen-2-yl]-6-methylthieno[2,3-b]pyridine-2-carboxamide NC1=C(SC2=NC(=CC=C21)C)C(=O)N[C@@H]2CC1=CC=C(C=C1CC2)N2C[C@H]([C@H](C2)COC)N